FC1=C(C(=CC=C1)C)N1CCN(CC1)C1=C(C=2C(=NC=CN2)N(C1=O)CC1=NC=CC=C1C(F)(F)F)C 7-(4-(2-fluoro-6-methylphenyl)piperazin-1-yl)-8-methyl-5-((3-(trifluoromethyl)pyridin-2-yl)methyl)pyrido[2,3-b]pyrazin-6(5H)-one